FC(C(C(C(C(C(O)(F)F)(F)F)(F)F)(F)F)(F)F)(C)F.[Na] sodium dodecafluoroheptanol